2-(tetrazolo[1,5-b]pyridazine-6-carbonylamino)benzoate N=1N=NN2N=C(C=CC21)C(=O)NC2=C(C(=O)[O-])C=CC=C2